Thiophen-4-one S1C=CC(C1)=O